tert-butyl (2S)-2-[2-[1-(2,6-dioxo-3-piperidyl)-3-methyl-2-oxo-benzimidazol-5-yl] ethynyl]morpholine-4-carboxylate O=C1NC(CCC1N1C(N(C2=C1C=CC(=C2)C#C[C@H]2CN(CCO2)C(=O)OC(C)(C)C)C)=O)=O